2-(6-Isopropyl-benzothiazol-2-ylamino)-1-methyl-1H-benzoimidazole-5-carboxylic acid dimethylcarbamoylmethyl-amide CN(C(=O)CNC(=O)C1=CC2=C(N(C(=N2)NC=2SC3=C(N2)C=CC(=C3)C(C)C)C)C=C1)C